6-((2R)-2,5-diamino-4-fluoropentyl)-11-fluoro-5,8-dihydrobenzo[5,6]azepino[3,4-b]indol-7(6H)-one hydrochloride Cl.N[C@@H](CN1C(C=2NC=3C=CC(=CC3C2C2=C(C1)C=CC=C2)F)=O)CC(CN)F